5-(((1-Isopropylpiperidin-4-yl)methyl)-1,4,5,6-Tetrahydropyrrolo[3,4-d]imidazol-2-yl)-1H-Indazol C(C)(C)N1CCC(CC1)CN1C(=NC2=C1CNC2)C=2C=C1C=NNC1=CC2